CNC(C1=CC=C(C=C1)NC1=NC=C(C(=N1)NCC1=CC(=CC=C1)N(S(=O)(=O)C)C)C(F)(F)F)=O N-methyl-4-{[4-({3-[methyl(methylsulfonyl)amino]benzyl}amino)-5-(trifluoromethyl)pyrimidin-2-yl]amino}benzamide